C(C)C=1C=CC(=C(C1)S(=O)(=O)NC1=NOC2=C1C(=CC(=C2)C2=CC(=CC=C2)N2CCN(CC2)C#CC)OC)OC 5-ethyl-2-methoxy-N-(4-methoxy-6-(3-(4-propynylpiperazin-1-yl)phenyl)benzo[d]isoxazol-3-yl)benzenesulfonamide